3-(4-Bromophenyl)-5-(methylamino)-1-(3-pyridinyl)pyrazole-4-carbonitrile BrC1=CC=C(C=C1)C1=NN(C(=C1C#N)NC)C=1C=NC=CC1